(S)-N-(4-(4-amino-7-(1-methyl-1H-pyrazol-4-yl)furo[3,2-c]pyridin-3-yl)-2-(1-(4-fluorophenyl)ethoxy)phenyl)-1,1-difluoromethane-sulfonamide NC1=NC=C(C2=C1C(=CO2)C2=CC(=C(C=C2)NS(=O)(=O)C(F)F)O[C@@H](C)C2=CC=C(C=C2)F)C=2C=NN(C2)C